ClC1=C(C=CC=C1NC(=O)C=1C(N(C=CC1)C)=O)C1=C(C(=CC=C1)C1=NC(=C(C=C1)CNCC1NC(CC1)=O)OC)Cl N-(2,2'-dichloro-3'-(6-methoxy-5-((((5-oxopyrrolidin-2-yl)methyl)amino)methyl)pyridin-2-yl)-[1,1'-biphenyl]-3-yl)-1-methyl-2-oxo-1,2-dihydropyridine-3-carboxamide